COC1=C(C=C(C=C1)NC(=O)C1CCC(CC1)N1C(NC2=CC=CC(=C2C1)C)=O)C (1s,4s)-N-(4-methoxy-3-methylphenyl)-4-(5-methyl-2-oxo-1,2-dihydroquinazolin-3(4H)-yl)cyclohexanecarboxamide